6-((trifluoromethoxy)methyl)-quinoline-4-carboxylic acid methyl ester COC(=O)C1=CC=NC2=CC=C(C=C12)COC(F)(F)F